(E)-3,5-Dimethyl-4-((4-(trifluoromethyl)phenyl)diazenyl)-1H-pyrazole CC1=NNC(=C1\N=N\C1=CC=C(C=C1)C(F)(F)F)C